(S)-5-(((4-(4-(3-((4-(((1-acetylpiperidin-4-yl)amino)methyl)-3-fluoropyridin-2-yl)amino)-2-methylphenyl)-3-chloropyridin-2-yl)-2-fluoro-6-methoxybenzyl)amino)methyl)pyrrolidin-2-one C(C)(=O)N1CCC(CC1)NCC1=C(C(=NC=C1)NC=1C(=C(C=CC1)C1=C(C(=NC=C1)C1=CC(=C(CNC[C@@H]2CCC(N2)=O)C(=C1)OC)F)Cl)C)F